1-((6-chloronaphthalen-2-yl)oxy)-3-(4-(2-methoxy-5-(trifluoromethyl)pyridin-3-yl)piperazin-1-yl)propan-2-ol ClC=1C=C2C=CC(=CC2=CC1)OCC(CN1CCN(CC1)C=1C(=NC=C(C1)C(F)(F)F)OC)O